trans-4-(3-(trifluoromethyl)phenoxy)piperidin-3-ol HCl Cl.FC(C=1C=C(O[C@H]2[C@@H](CNCC2)O)C=CC1)(F)F